CN1C(=NC2=C1C(=CC=C2O)O)C=C 1-methyl-2-vinyl-1H-benzimidazole-4,7-diol